COC1=C(C(=O)NC2=NC=C(N=C2)C)C(=CC(=C1)N1C=NC2=C1C=CC(=C2)C=2C=NN(C2)C)OC 2,6-dimethoxy-N-(5-methylpyrazin-2-yl)-4-[5-(1-methylpyrazol-4-yl)benzimidazol-1-yl]benzamide